{5-[(2-Chloroacetyl)amino]-2-{3-chloro-2-hydroxy-5-[4-(trifluoromethyl)phenyl]phenyl}benzo[d]imidazol-1-yl}-4-methylpentanoic acid ClCC(=O)NC1=CC2=C(N(C(=N2)C2=C(C(=CC(=C2)C2=CC=C(C=C2)C(F)(F)F)Cl)O)C(C(=O)O)CC(C)C)C=C1